2-(4-(6-((4-cyano-2-fluorobenzyl)oxy)pyridin-2-yl)-2-fluoro-5-methylphenyl)acetic acid C(#N)C1=CC(=C(COC2=CC=CC(=N2)C2=CC(=C(C=C2C)CC(=O)O)F)C=C1)F